C1(=CC=C(C=C1)CNC(=O)C=1C=NN(C1)C1=NC=C(C=C1)C#N)C1=CC=CC=C1 N-([1,1'-Biphenyl]-4-ylmethyl)-1-(5-cyanopyridin-2-yl)-1H-pyrazole-4-carboxamide